ClC=1C=C2C(=C3C1NC(NC31CCCCC1)=O)OC(=N2)CO 5-chloro-2-(hydroxymethyl)-7,8-dihydro-6H-spiro[[1,3]oxazolo[5,4-f]quinazoline-9,1'-cyclohexan]-7-one